2-cyano-3-cyclopropyl-1-(2-methyl-sulphonyl-4-trifluoromethylphenyl)-propane-1,3-dione C(#N)C(C(=O)C1=C(C=C(C=C1)C(F)(F)F)S(=O)(=O)C)C(=O)C1CC1